(R)-N-(1-(7-cyano-2-(1-methyl-1H-pyrazol-4-yl)-1H-indol-4-yl)piperidin-3-yl)-4-methoxybenzamide C(#N)C=1C=CC(=C2C=C(NC12)C=1C=NN(C1)C)N1C[C@@H](CCC1)NC(C1=CC=C(C=C1)OC)=O